C(#N)C1=CC=C(C=C1)S(=O)(=O)NC1=CC=C(C=C1)C1=C2C(=NC=C1)NC=C2 4-(4-((4-cyanophenyl)sulfonamido)phenyl)-1H-pyrrolo[2,3-b]pyridin